Methyl 2-(2-bromo-5-fluorophenyl)imidazo[1,2-a]pyridine-7-carboxylate BrC1=C(C=C(C=C1)F)C=1N=C2N(C=CC(=C2)C(=O)OC)C1